C(C1=CC=CC=C1)OC(=O)N(CCN1N=CC=C1B(O)O)CCNC(=O)OC(C)(C)C [2-[2-[benzyloxycarbonyl-[2-(tert-butoxycarbonylamino)ethyl]amino]ethyl]pyrazol-3-yl]boronic acid